CCCCC(CCCCCC)O 1-methyl-4-n-decanol